N2-cyclopropyl-6-methoxy-N4-(5-methyl-1H-pyrazol-3-yl)-7-(3-(pyrrolidin-1-yl)propoxy)quinazoline-2,4-diamine C1(CC1)NC1=NC2=CC(=C(C=C2C(=N1)NC1=NNC(=C1)C)OC)OCCCN1CCCC1